tert-butyl (1R,4R,6S)-1,6-dimethyl-2,7-diazaspiro[3.5]nonane-7-carboxylate C[C@H]1NC[C@@]12C[C@@H](N(CC2)C(=O)OC(C)(C)C)C